C(C=C)C1C(N(C(N1CC=C)(C=1NC=CN1)CC=C)CC=C)(CC=C)CC=C hexaallylbiimidazole